C(=C)(C)C1CCC=C(C1)C 5-isopropenyl-1-methyl-1-cyclohexene